[O-]S(=O)(=O)C(F)(F)F.C1(=CC=CC=C1)C(=C[S+]1CCCC1)C1=CC=C(C=C1)OC 1-(2-phenyl-2-(4-methoxyphenyl)vinyl)tetrahydro-1H-thiophen-1-ium triflate